C(C=C)(=O)N1CCC2(CN(C2)C2=NC=CC(=N2)N2CCN(CC2)C(=O)OC(C)(C)C)C1 tert-butyl 4-[2-(7-prop-2-enoyl-2,7-diazaspiro[3.4]octan-2-yl) pyrimidin-4-yl]piperazine-1-carboxylate